4-((2-Methoxy-3-(1-methyl-1H-1,2,4-triazol-3-yl)phenyl)amino)-N-(methyl-d3)-2-((6-(trifluoromethyl)pyridin-2-yl)amino)pyrimidine-5-carboxamide COC1=C(C=CC=C1C1=NN(C=N1)C)NC1=NC(=NC=C1C(=O)NC([2H])([2H])[2H])NC1=NC(=CC=C1)C(F)(F)F